Cobalt-Chromium-Platinum [Pt].[Cr].[Co]